C(=O)=[Fe](C1C=CC=C1)=C=O dicarbonylcyclopentadienyliron